ClC1=CC(=C(CC2=NC=C(C(=N2)OC2CCN(CC2)CC2=NC3=C(C=NC(=C3)C=3NC=NN3)N2C[C@H]2OCC2)F)C=C1)F (S)-5-(2-((4-((2-(4-chloro-2-fluorobenzyl)-5-fluoropyrimidin-4-yl)oxy)piperidin-1-yl)Methyl)-3-(oxetan-2-ylmethyl)-3H-imidazo[4,5-c]Pyridin-6-yl)-4H-1,2,4-triazole